methyl 4-chloro-5-fluoro-2-((4-fluoro-2-formylphenyl)amino)benzoate ClC1=CC(=C(C(=O)OC)C=C1F)NC1=C(C=C(C=C1)F)C=O